C1(CC1)S(=O)(=O)C=1C=CC=2N(N1)C=C(N2)C=O 6-(cyclopropylsulfonyl)imidazo[1,2-b]pyridazine-2-carbaldehyde